2',2'''-(pyridine-2,6-diyl)bis(3-(1-adamantyl)-5-(triisopropylsilyl)-[1,1'-biphenyl]-2-ol) N1=C(C=CC=C1C1=C(C=CC=C1)C=1C(=C(C=C(C1)[Si](C(C)C)(C(C)C)C(C)C)C12CC3CC(CC(C1)C3)C2)O)C2=C(C=CC=C2)C=2C(=C(C=C(C2)[Si](C(C)C)(C(C)C)C(C)C)C23CC1CC(CC(C2)C1)C3)O